6-fluoro-7-(3-{[(3-fluoropyridin-2-yl)methyl]carbamoyl}azetidin-1-yl)-4-oxo-1-(1,2,4-thiadiazol-5-yl)-1,4-dihydro-1,8-naphthyridine-3-carboxylic acid FC=1C=C2C(C(=CN(C2=NC1N1CC(C1)C(NCC1=NC=CC=C1F)=O)C1=NC=NS1)C(=O)O)=O